C(=C)N1COC=C1 N-vinylOxazole